2,6-dimethoxy-2,4,6,8-tetramethyl-cyclotetrasiloxane CO[Si]1(O[SiH](O[Si](O[SiH](O1)C)(C)OC)C)C